BrC1=NN(C(=C1C(N)=O)NCC1CC1)[C@H]1C[C@@H](N(C1)C(=O)OC(C)(C)C)COC Tert-butyl (2R,4S)-4-[3-bromo-4-carbamoyl-5-[(cyclopropylmethyl)amino]pyrazol-1-yl]-2-(methoxymethyl)pyrrolidine-1-carboxylate